C(C)S(=O)(=O)C=1C=C(C(=O)O)C=CC1 3-(ethyl-sulfonyl)benzoic acid